CC(SF)NC1=C(C=CC=C1)C methyl-(o-tolyl)aminomethylthiofluoride